N=1N=C(NC1)CN(C(=O)NC1=CC(=C(C=C1)F)Cl)[C@H](C)C1=CNC(C2=CC=CC=C12)=O (R)-1-((4H-1,2,4-triazol-3-yl)methyl)-3-(3-chloro-4-fluorophenyl)-1-(1-(1-oxo-1,2-dihydroisoquinolin-4-yl)ethyl)urea